N[C@H]1CS(C2=C(N(C1=O)CC1=CC=C(C=C1)Cl)C=C(C=C2)C=2OC(=NN2)NC2(CC(C2)(F)F)COC)(=O)=O (3R)-3-amino-5-[(4-chlorophenyl)methyl]-7-[5-[[3,3-difluoro-1-(methoxymethyl)cyclobutyl]amino]-1,3,4-oxadiazol-2-yl]-1,1-dioxo-2,3-dihydro-1λ6,5-benzothiazepin-4-one